OCC1=CC=C(C=N1)O 6-hydroxymethyl-3-hydroxypyridine